ClC=1C(=CC(=NC1)NC(CC1=C(C(=O)NC)C=CC=C1)=O)C1=C2N(N=C1)CC(C2)(C)C (2-((5-chloro-4-(5,5-dimethyl-5,6-dihydro-4H-pyrrolo[1,2-b]pyrazol-3-yl)pyridin-2-yl)amino)-2-oxoethyl)-N-methylbenzamide